(cyclopentadienyl)(2,7-di-tert-butylfluoren-9-yl)hafnium C1(C=CC=C1)[Hf]C1C2=CC(=CC=C2C=2C=CC(=CC12)C(C)(C)C)C(C)(C)C